C[Si]1(N(CCC1)CCCC[Si](OC)(C)C)C 2,2-dimethyl-1-(4-dimethylmethoxysilylbutyl)-1-aza-2-silacyclopentane